sodium oxyfluoride magnesium yttrium [Y].[Mg].O(F)F.[Na]